(E)-3-((3-((E)-2-(pyridin-4-yl)vinyl)-1H-indazole-6-yl)methylene)isoindol-1-one trifluoroacetate FC(C(=O)O)(F)F.N1=CC=C(C=C1)/C=C/C1=NNC2=CC(=CC=C12)\C=C/1\NC(C2=CC=CC=C12)=O